C1(CC1)C1=CC(=NN1)NC1=NC(=NC=C1)N(C)C1CC2(CN(C2)CC2=CC(=CC(=C2)F)F)C1 N4-(5-Cyclopropyl-1H-pyrazol-3-yl)-N2-(2-(3,5-difluorobenzyl)-2-azaspiro[3.3]heptan-6-yl)-N2-methylpyrimidine-2,4-diamine